C(CCCCCCCCCCCCCCCCC)O Stearyl alcohol